(2S,5R)-N-{[(2S,4S)-4-(1H-Pyrrol-1-ylmethyl)-pyrrolidin-2-yl]methyloxy}-7-oxo-6-(sulfooxy)-1,6-diazabicyclo[3.2.1]octane-2-carboxamide N1(C=CC=C1)C[C@H]1C[C@H](NC1)CONC(=O)[C@H]1N2C(N([C@H](CC1)C2)OS(=O)(=O)O)=O